BrC1=C(C(=CC(=C1)F)Cl)CC#N 2-(2-bromo-6-chloro-4-fluorophenyl)acetonitrile